4-methyl-6-(5-(((3S,5R)-3-methyl-5-(4-methyl-1-oxo-1,3-dihydroisobenzofuran-5-yl)piperazin-1-yl)methyl)isoxazol-3-yl)nicotinonitrile CC1=CC(=NC=C1C#N)C1=NOC(=C1)CN1C[C@@H](N[C@@H](C1)C=1C(=C2COC(C2=CC1)=O)C)C